1-(3-buten-1-yl)-5-thioxo-2-pyrrolidone C(CC=C)N1C(CCC1=S)=O